2-(triphenyl-phosphoranylidene)acetaldehyde C1(=CC=CC=C1)P(=CC=O)(C1=CC=CC=C1)C1=CC=CC=C1